5-(1-(tert-butoxycarbonyl)pyrrolidin-2-yl)-7-chloro-3,4-dihydroisoquinoline-2(1H)-carboxylate C(C)(C)(C)OC(=O)N1C(CCC1)C1=C2CCN(CC2=CC(=C1)Cl)C(=O)[O-]